[N+](=O)([O-])C1=CC(=C(C=C1)N1CCNCC1)C(F)(F)F 1-(4-nitro-2-trifluoromethylphenyl)-piperazine